N1=CC(=CC=C1)CNCC1=CC=C(CN([C@H]2CCCC=3C=CC=NC23)C[C@@H]2N(CC3=CC=CC=C3C2)C(=O)OC(C)(C)C)C=C1 Tert-butyl (R)-3-(((4-(((pyridin-3-ylmethyl)amino)methyl)benzyl)((S)-5,6,7,8-tetrahydroquinolin-8-yl)amino)methyl)-3,4-dihydroisoquinoline-2(1H)-carboxylate